1-(3-chloro-2-hydroxy-phenyl)propan-1-one ClC=1C(=C(C=CC1)C(CC)=O)O